4-formyl-5-hydroxy-N-(2-methoxyethyl)benzofuran-2-carboxamide C(=O)C1=C(C=CC2=C1C=C(O2)C(=O)NCCOC)O